N,N'-di(menthyl)-2,5-dimethyl-2,5-hexanediamine C1(CC(C(CC1)C(C)C)NC(C)(CCC(C)(NC1CC(CCC1C(C)C)C)C)C)C